4-[4-(quinolin-3-yl)-8,11,13,14,16-pentaaza-tetracyclo[8.6.0.02,7.011,15]-hexadec-1(10),2,4,6,8,12,14-heptaen-16-yl]Phenyl-propionitrile N1=CC(=CC2=CC=CC=C12)C=1C=C2C=3N(C4=NN=CN4C3C=NC2=CC1)C1=CC=C(C=C1)C(C#N)C